ClC1=CC=C(OCC2C3CN(CC23C=2C=C3C=NN(C3=CC2C)C2=CC=C(C=C2)F)S(=O)(=O)C2=NN(N=C2)C)C=C1 5-(6-((4-chlorophenoxy)methyl)-3-((2-methyl-2H-1,2,3-triazol-4-yl)sulfonyl)-3-azabicyclo[3.1.0]hexan-1-yl)-1-(4-fluorophenyl)-6-methyl-1H-indazole